methyl 2-((3,5-difluoro-2-meth-ylphenyl)amino)-5-(trifluorometh-yl)benzoate FC=1C(=C(C=C(C1)F)NC1=C(C(=O)OC)C=C(C=C1)C(F)(F)F)C